[Cl-].C(C1=CC=CC=C1)[N+]1=CC=CC=C1 benzyl-pyridinium chloride salt